2-[[5-(4-Chloro-2-fluorophenyl)-3-methyltriazol-4-yl]methyl]-5-(3-pyridazin-3-yloxyazetidin-1-yl)pyridazin-3-on ClC1=CC(=C(C=C1)C1=C(N(N=N1)C)CN1N=CC(=CC1=O)N1CC(C1)OC=1N=NC=CC1)F